CC(CC1=NC(=NO1)C1=CC=C(C=C1)C(=O)N1CCN(CC1)C=1OC=2C(=NC(=CC2)C(F)(F)F)N1)(C)C [4-[5-(2,2-dimethylpropyl)-1,2,4-oxadiazol-3-yl]phenyl]-[4-[5-(trifluoromethyl)oxazolo[4,5-b]pyridin-2-yl]piperazin-1-yl]methanone